N[C@H]1[C@@H]2N(C[C@H]1CC2)C(=O)C2=CC1=C(N(C(=N1)C1=CC=3C(=NC(=CC3)C=3C=C(C=CC3)NC(C)=O)N1CC1CC1)C)C(=C2)OC N-[3-(2-{5-[(1R,4R,7R)-7-amino-2-azabicyclo[2.2.1]heptane-2-carbonyl]-7-methoxy-1-methyl-1H-1,3-benzodiazol-2-yl}-1-(cyclopropylmethyl)-1H-pyrrolo[2,3-b]pyridin-6-yl)phenyl]acetamide